2-(Dimethylamino)-5-pyrimidinecarboxylic acid CN(C1=NC=C(C=N1)C(=O)O)C